1-((2R,5S)-4-((S)-6-chloro-7-(1,6-dimethyl-1H-indazol-7-yl)-2-(3-(dimethylamino)propoxy)-8-fluoroquinazolin-4-yl)-2,5-dimethylpiperazin-1-yl)prop-2-en-1-one ClC=1C=C2C(=NC(=NC2=C(C1C=1C(=CC=C2C=NN(C12)C)C)F)OCCCN(C)C)N1C[C@H](N(C[C@@H]1C)C(C=C)=O)C